3-(2-chlorotetrafluoroethyltetrafluoro-λ6-sulfanyl)aniline ClC(C(F)(F)S(C=1C=C(N)C=CC1)(F)(F)(F)F)(F)F